ethyl 8-(5-chloro-3-fluoro-pyridin-2-yl)-6,9-dioxo-5-(4-(trifluoromethyl)benzyl)-5,8-diazaspiro[3.5]nonane-2-carboxylate ClC=1C=C(C(=NC1)N1CC(N(C2(CC(C2)C(=O)OCC)C1=O)CC1=CC=C(C=C1)C(F)(F)F)=O)F